2-(4-(N-Boc-amino)phenyl)-N,N-dimethylaminosulphonylethane C(=O)(OC(C)(C)C)NC1=CC=C(C=C1)CCS(=O)(=O)N(C)C